NC1=CC=2C(N3[C@@H](COC2N=C1)C[C@@H](C3)OC)=O (8S,9aR)-3-amino-8-methoxy-8,9,9a,10-tetrahydro-5H,7H-pyrido[3,2-f]pyrrolo[2,1-c][1,4]oxazepin-5-one